[O-]S(=O)(=O)C(F)(F)F.C1(=CC=CC=C1)C1=CC=C(C=C1)[SH2+] 4-phenylphenylsulfonium triflate